CC=1NN(C(C1)=O)C1=CC=C(C=C1)Cl 3-methyl-1-(4-chlorophenyl)-pyrazol-5-one